C(C=C)(=O)N1[C@H](CN(CC1)C=1C2=C(N=C(N1)OC[C@H]1N(CCC1)C)OC1(CC2)C(CC2=CC=CC=C21)(C)C)CC#N 2-((2S)-1-acryloyl-4-(2,2-dimethyl-2'-(((S)-1-methylpyrrolidin-2-yl)methoxy)-2,3,5',6'-tetrahydrospiro[indene-1,7'-pyrano[2,3-d]pyrimidin]-4'-yl)piperazin-2-yl)acetonitrile